(S)-2-amino-N-(1-(8-((6,7-dihydro-5H-imidazo[2,1-b][1,3]oxazin-3-yl)ethynyl)-1-oxo-2-phenyl-1,2-dihydroisoquinolin-3-yl)ethyl)pyrazolo[1,5-a]pyrimidine-3-carboxamide NC1=NN2C(N=CC=C2)=C1C(=O)N[C@@H](C)C=1N(C(C2=C(C=CC=C2C1)C#CC1=CN=C2OCCCN21)=O)C2=CC=CC=C2